Cl.NCC=1C(=C2CN(C(C2=CC1)=O)C1C(NC(CC1)=O)=O)F 3-(5-(aminomethyl)-4-fluoro-1-oxoisoindolin-2-yl)piperidine-2,6-dione hydrochloride